ClC1=CC=CC(=N1)C1=C2C(=CN=C1)N(CC2)C(=O)OC(C)(C)C tert-butyl 4-(6-chloropyridin-2-yl)-2,3-dihydro-1H-pyrrolo[2,3-c]pyridine-1-carboxylate